6-iodo-3-((8-methoxy-2-(6-methylpyridin-3-yl)-2,3-dihydrobenzo[b][1,4]dioxin-6-yl)methyl)-3H-imidazo[4,5-b]pyridine IC=1C=C2C(=NC1)N(C=N2)CC2=CC1=C(OC(CO1)C=1C=NC(=CC1)C)C(=C2)OC